ClC1=C(C(=C(C(N1CC(C)C)=O)C#N)C)C=O 6-CHLORO-5-FORMYL-1-ISOBUTYL-4-METHYL-2-OXO-1,2-DIHYDRO-PYRIDINE-3-CARBONITRILE